C(\C=C\C=C\CCCC)=O (E,E)-2,4-Nonadienal